C(C)(=O)OC[C@@H]1O[C@@H]([C@H]([C@@H]([C@@H]1CC(=O)[O-])CC(=O)[O-])NC(C(C)(C)C)=O)CCC (2R,3S,4R,5S,6R)-2-(acetoxymethyl)-5-pivaloylamino-6-propyltetrahydro-2H-pyran-3,4-diyldiacetate